CC=1N=CN(C1)C=1C=C(C=C(C1)C(F)(F)F)NC(=O)[C@H]1CN(CC1)C=1C=CC=2N(N1)C(=CN2)C2=NC=CC=C2 (R)-N-(3-(4-methyl-1H-imidazol-1-yl)-5-(trifluoromethyl)phenyl)-1-(3-(pyridin-2-yl)imidazo[1,2-b]pyridazin-6-yl)pyrrolidine-3-carboxamide